(S)-3-(3-fluoro-4-(6-(2-methyl-2H-tetrazol-5-yl)pyridin-3-yl)phenyl)-5-(1-hydroxyethyl)oxazolidin-2-one phosphate P(=O)(O)(O)O.FC=1C=C(C=CC1C=1C=NC(=CC1)C=1N=NN(N1)C)N1C(O[C@@H](C1)C(C)O)=O